C(C1=CC=CC=C1)[C@](CC(C)C)(C)C1=NC2=C(C=CC=C2C=C1)F [(1R)-1-benzyl-1,3-dimethyl-butyl]-8-fluoro-quinoline